FC1=C(C=CC=C1)C(=O)N1CC2CCC(C1)N2CC2=C(N=C1N2C=CC=C1)C1=CC=C(C=C1)C(C)C (2-Fluorophenyl)(8-{[2-(4-isopropylphenyl)-imidazo[1,2-a]pyridin-3-yl]methyl}-3,8-diaza-bicyclo[3.2.1]oct-3-yl)methanone